N-(3-(5-chloro-2-methoxyphenyl)-1-(2-(3,3-difluoropyrrolidin-1-yl)-2-oxoethyl)-1H-pyrazol-4-yl)pyrazolo[1,5-a]pyrimidine-3-carboxamide ClC=1C=CC(=C(C1)C1=NN(C=C1NC(=O)C=1C=NN2C1N=CC=C2)CC(=O)N2CC(CC2)(F)F)OC